C1(=NC=CC2=CC=CC=C12)C(C)(C)NC(CC1N(CCCC1)C)=O N-(2-(isoquinolin-1-yl)propan-2-yl)-2-(1-methylpiperidin-2-yl)acetamide